OCCSCCO bis(hydroxyethyl) thioether